C(C)(C)(C)OC(=O)N[C@@H](CCC(NC(C1=CC=CC=C1)(C1=CC=CC=C1)C1=CC=CC=C1)=O)C(=O)O N-tert-butyloxycarbonyl-N'-trityl-L-glutamine